4-(N,N-dimethyl-amino)benzonitrile CN(C)C1=CC=C(C#N)C=C1